N,N-dimethylamino-2-methyl-2-butanol CN(C)CC(CC)(O)C